CC1=CC2=C(N(C=N2)N=CC=2OC(=CC2)[N+](=O)[O-])C=C1C 5,6-dimethyl-N-[(5-nitro-2-furyl)methylene]-1H-benzimidazol-1-amine